4-tert-butyl-6-chloropyridine C(C)(C)(C)C1=CC=NC(=C1)Cl